tert-butyl 2-[3-[4-fluoro-2-(2-methoxyethoxy)phenyl]-6-(trifluoromethylsulfonyloxy)-2-pyridyl]-6,7-dihydro-4H-pyrazolo[1,5-a]pyrazine-5-carboxylate FC1=CC(=C(C=C1)C=1C(=NC(=CC1)OS(=O)(=O)C(F)(F)F)C1=NN2C(CN(CC2)C(=O)OC(C)(C)C)=C1)OCCOC